(S)-1-(3-(2-methoxyphenyl)piperidin-1-yl)-2,3-dimethyl-1H-imidazol-3-ium triflate [O-]S(=O)(=O)C(F)(F)F.COC1=C(C=CC=C1)[C@H]1CN(CCC1)N1C(=[N+](C=C1)C)C